4-(2-Hydroxypropan-2-yl)-N'-((1-oxo-1,2,3,5,6,7-hexahydro-s-indacen-4-yl)carbamoyl)thiophene-2-sulfonimidamide OC(C)(C)C=1C=C(SC1)S(=O)(N)=NC(NC1=C2CCC(C2=CC=2CCCC12)=O)=O